NC1=NC=2C=CC=CC2C2=C1N=C(N2CC2=CC=C(C=C2)CNC(=O)OCCNC(C(=C)C)=O)C(=O)OCC ethyl 4-amino-1-(4-(((2-methacrylamidoethoxy)carbonylamino)methyl)benzyl)-1H-imidazo[4,5-c]quinoline-2-carboxylate